1-oxaspiro[4.4]nonan-2-ylmethyl 4-methylbenzenesulfonate CC1=CC=C(C=C1)S(=O)(=O)OCC1OC2(CC1)CCCC2